[(1S)-1-Methyl-2-[5-(pentafluoro-λ6-sulfanyl)indol-1-yl]ethyl]methanesulfonate C[C@@H](CN1C=CC2=CC(=CC=C12)S(F)(F)(F)(F)F)CS(=O)(=O)[O-]